C(=O)C1=C(C=CC2=CC=CC=C12)OCC1=C(C#N)C=C(C=C1)C(F)(F)F (((1-formylnaphthalene-2-yl)oxy)methyl)-5-(trifluoromethyl)benzonitrile